Methyl-pentanoic acid ethyl ester C(C)OC(C(CCC)C)=O